(S)-4-phenyloxazolidine C1(=CC=CC=C1)[C@@H]1NCOC1